COC=1C=C(C=C(C1)OC)NC1C(NCC1)=O 3-((3,5-dimethoxyphenyl)amino)pyrrolidin-2-one